2-fluoro-3-(trifluoromethyl)-6-(2-(trifluoroethyl)phenoxy)benzoic acid FC1=C(C(=O)O)C(=CC=C1C(F)(F)F)OC1=C(C=CC=C1)CC(F)(F)F